[O-]C(=O)CCCCCCCCC.[Sn+4].[O-]C(=O)CCCCCCCCC.[O-]C(=O)CCCCCCCCC.[O-]C(=O)CCCCCCCCC tin caprate